ClC=1C=C(C(=O)N2CC=3C(=NN4C3C(N(CC4)[C@@H](C)C4=NN(C=N4)S(=O)(=O)N(C)C)=O)C[C@H]2C)C=CC1Cl 3-{(1S)-1-[(3R)-2-(3,4-Dichlorobenzoyl)-3-methyl-10-oxo-1,3,4,7,8,10-hexahydropyrido-[4',3':3,4]pyrazolo[1,5-a]pyrazin-9(2H)-yl]ethyl}-N,N-dimethyl-1H-1,2,4-triazole-1-sulfonamide